(S)-3-(6-methylpyridin-3-yl)-5-(8-(pyrrolidin-2-yl)isochroman-6-yl)-1H-pyrrolo[2,3-b]pyridine CC1=CC=C(C=N1)C1=CNC2=NC=C(C=C21)C=2C=C1CCOCC1=C(C2)[C@H]2NCCC2